tert-Butyl 5-((6-cyano-7-fluoro-1,2,3,4-tetrahydronaphthalen-1-yl)oxy)-3-iodo-1H-indazole-1-carboxylate C(#N)C=1C=C2CCCC(C2=CC1F)OC=1C=C2C(=NN(C2=CC1)C(=O)OC(C)(C)C)I